pyrenebutanoic acid, succinimidyl ester C1(=CC=C2C=CC3=CC=CC4=CC=C1C2=C34)CCCC(=O)ON3C(CCC3=O)=O